ClC1=C(C=CC=C1NC(C1=NC=C(C=C1)CO)=O)C1=C(C(=CC=C1)NC(C1=NC=C(C=C1)C(OC)OC)=O)Cl N-(2,2'-dichloro-3'-(5-(dimethoxymethyl)picolinamido)-[1,1'-bi-phenyl]-3-yl)-5-(hydroxymethyl)picolinamide